2-ethoxycarbonyl-3-(4-methylanilino)quinoxaline C(C)OC(=O)C1=NC2=CC=CC=C2N=C1NC1=CC=C(C=C1)C